IC1=CC=C(C=C1)CC1OC(OC1)(C)C 4-[(4-iodophenyl)methyl]-2,2-dimethyl-1,3-dioxolane